OCCOCCOCCOCCN(C(OC(C)(C)C)=O)C tert-Butyl (2-(2-(2-(2-hydroxyethoxy)ethoxy)ethoxy)ethyl)(methyl)carbamate